2-chloro-6-methyl-4-(2-methylpropan-1-en-1-yl)benzonitrile ClC1=C(C#N)C(=CC(=C1)C=C(C)C)C